((2S,5R)-3-(2-chloro-1H-indol-7-yl)-1,5-dimethyl-1,2,5,6-tetrahydropyridin-2-yl)methanol ClC=1NC2=C(C=CC=C2C1)C=1[C@H](N(C[C@@H](C1)C)C)CO